2-(4-(4-(4-carbamoyl-1H-benzo[d]imidazol-2-yl)benzoyl)piperazin-1-yl)pyrimidine-5-carboxylic acid C(N)(=O)C1=CC=CC=2NC(=NC21)C2=CC=C(C(=O)N1CCN(CC1)C1=NC=C(C=N1)C(=O)O)C=C2